4-[5-chloro-2-(8-chloro-4-oxo-chromen-2-yl)-4-methyl-phenoxy]butanoic acid ClC=1C(=CC(=C(OCCCC(=O)O)C1)C=1OC2=C(C=CC=C2C(C1)=O)Cl)C